4-(4-tert-butylphenyl)-oxan-2-one C(C)(C)(C)C1=CC=C(C=C1)C1CC(OCC1)=O